O1COC2=C1C=CC(=C2)B(O)O (2H-1,3-Benzodioxol-5-yl)boronic acid